methylvalerate COC(CCCC)=O